gluconic acid trilactate C(C(O)C)(=O)O.C(C(O)C)(=O)O.C(C(O)C)(=O)O.O=C([C@H](O)[C@@H](O)[C@H](O)[C@H](O)CO)O